NC1C(CC(CC1C)C(C)C1CC(C(C(C1)C)N)C)C 1,1-Bis(4-amino-3,5-dimethylcyclohexyl)-ethan